1-(4-chlorobenzyl)-N-((3S,4S)-3-fluoropiperidin-4-yl)cyclopropane-1-carboxamide ClC1=CC=C(CC2(CC2)C(=O)N[C@@H]2[C@H](CNCC2)F)C=C1